C(C1=CC=CC=C1)C=1C=NC(=NC1)N1CCN(CC1)C1=NN=C2N1C=CC(=C2)C=2C=NN(C2)C 3-[4-(5-benzylpyrimidin-2-yl)piperazin-1-yl]-7-(1-methyl-1H-pyrazol-4-yl)[1,2,4]triazolo[4,3-a]pyridine